CC1(C(C1\C=C/C(F)(F)F)C(=O)OC)C Methyl 2,2-dimethyl-3-[(1Z)-3,3,3-trifluoro-1-propen-1-yl]Cyclopropaneformate